tert-butyl N-{[(1-benzyl-piperidin-4-yl)carbamoyl] methyl}carbamate C(C1=CC=CC=C1)N1CCC(CC1)NC(=O)CNC(OC(C)(C)C)=O